3-[(3S)-2-oxopyrrolidin-3-yl]propanoate O=C1NCC[C@@H]1CCC(=O)[O-]